3-(2,5-dimethyl-1H-pyrrol-1-yl)-5-(trifluoromethyl)-1H-pyrazole CC=1N(C(=CC1)C)C1=NNC(=C1)C(F)(F)F